5-((4-(2-aminoethoxy)-3-((methylsulfonyl)methyl)phenyl)amino)-7-(cyclopropylamino)pyrazolo[1,5-a]pyrimidine-3-carbonitrile hydrochloric acid salt Cl.NCCOC1=C(C=C(C=C1)NC1=NC=2N(C(=C1)NC1CC1)N=CC2C#N)CS(=O)(=O)C